ClC1=CC=C(C=C1)C1=CC(=NN1C=1N=NC(=CC1)C)C1CCN(CC1)CCN1CCC(CC1)O 1-[2-[4-[5-(4-chlorophenyl)-1-(6-methylpyridazin-3-yl)pyrazol-3-yl]-1-piperidyl]ethyl]piperidin-4-ol